C(#N)C=1C=C2COC(C2=CC1)(C1=CC=C(C=C1)C#N)CCCN([C@@H](C)C(=O)O)C N-{3-[5-cyano-1-(4-cyanophenyl)-1,3-dihydroisobenzofuran-1-yl]-1-propyl}-N-methylalanine